C(C1CO1)OCCC[Si](O)(C)C 3-glycidoxypropyl-dimethylhydroxysilane